tert-butyl (R)-4-(2-(4-chlorophenyl)-6-fluoro-2,3-dihydrobenzo[b][1,4]dioxin-5-yl)-3,6-dihydropyridine-1(2H)-carboxylate ClC1=CC=C(C=C1)[C@@H]1COC2=C(O1)C=CC(=C2C=2CCN(CC2)C(=O)OC(C)(C)C)F